C(C)(=O)NC1=CC=C(C(=O)N2CCN(CC2)C2=C(C=CC=C2)N(S(=O)(=O)C=2C=CC3=C(C(=C(O3)C(=O)O)C)C2)CCC2=CC=CC=C2)C=C1 5-(N-(2-(4-(4-acetamidobenzoyl)piperazin-1-yl)phenyl)-N-phenethylsulfamoyl)-3-methylbenzofuran-2-carboxylic acid